(3S)-methyl 3-(5-(2,6-dimethylphenyl)pyridin-3-yl)-3-(4-methyl-2-(2-oxo-4-(trifluoromethyl)pyridin-1(2H)-yl)pentanamido)propanoate CC1=C(C(=CC=C1)C)C=1C=C(C=NC1)[C@H](CC(=O)OC)NC(C(CC(C)C)N1C(C=C(C=C1)C(F)(F)F)=O)=O